triiso-tridecyl phosphite P(OCCCCCCCCCCC(C)C)(OCCCCCCCCCCC(C)C)OCCCCCCCCCCC(C)C